C(C=C)(=O)OCCC[Si](OCC)(OCC)CC acryloyloxypropylethyldiethoxysilane